5-[[5-(4-bromophenyl)tetrazol-2-yl]methyl]-N-(2-carbamoyl-4,6-dichloro-phenyl)-2-(2,2-difluoroethyl)pyrazole-3-carboxamide BrC1=CC=C(C=C1)C=1N=NN(N1)CC=1C=C(N(N1)CC(F)F)C(=O)NC1=C(C=C(C=C1Cl)Cl)C(N)=O